2-[2-(aminomethyl)-3,3-difluoro-allyl]-4-[4-[6-(dimethylamino)-3-pyridyl]-3-fluoro-phenyl]-1,2,4-triazol-3-one NCC(CN1N=CN(C1=O)C1=CC(=C(C=C1)C=1C=NC(=CC1)N(C)C)F)=C(F)F